COC1=NC(=CC(=C1)N1N=CC2=CC=C(C=C12)NC(C1=C(C=NC=C1)C(=C)C)=O)C N-(1-(2-methoxy-6-methylpyridin-4-yl)-1H-indazol-6-yl)-3-(prop-1-en-2-yl)isonicotinamide